FC(CN1C=NC2=C1C=C(C=C2)C=2C(=CN1N=C(N=C(C12)OC)N[C@H]1[C@H](CN(CC1)C1(COC1)[2H])F)F)F 5-(1-(2,2-difluoroethyl)-1H-benzo[d]imidazol-6-yl)-6-fluoro-N-((3S,4R)-3-fluoro-1-(oxetan-3-yl-3-d)piperidin-4-yl)-4-methoxypyrrolo[2,1-f][1,2,4]triazin-2-amine